C(=C)OC(NCCC[Si](O[Si](C)(C)C)(O[Si](C)(C)C)O[Si](C)(C)C)=O vinyl[3-[3,3,3-trimethyl-1,1-bis(trimethylsiloxy)-disiloxanyl]propyl]carbamate